N-[6-ethoxy-2-[4-(hydroxymethyl)cyclohexyl]indazol-5-yl]-6-(trifluoromethyl)pyridine-2-carboxamide C(C)OC=1C(=CC2=CN(N=C2C1)C1CCC(CC1)CO)NC(=O)C1=NC(=CC=C1)C(F)(F)F